1,1-bis(2-methacryloyloxyethoxy)-[4-methoxy-phenyl]methane (S)-Methyl-5-(azetidin-2-ylmethoxy)-2-methylbenzoate COC(C1=C(C=CC(=C1)OC[C@H]1NCC1)C)=O.C(C(=C)C)(=O)OCCOC(OCCOC(C(=C)C)=O)C1=CC=C(C=C1)OC